N-(3-chloro-5-fluorophenyl)-N-{4-[2-(2-chlorophenyl)acetylamino]pyridin-2-yl}acetamide ClC=1C=C(C=C(C1)F)N(C(C)=O)C1=NC=CC(=C1)NC(CC1=C(C=CC=C1)Cl)=O